O=C1NC(CCC1N1C(N(C2=C1C=CC(=C2)CCOC2CN(C2)C(=O)OC(C)(C)C)C)=O)=O tert-butyl 3-[2-[1-(2,6-dioxopiperidin-3-yl)-3-methyl-2-oxo-1,3-benzodiazol-5-yl]ethoxy]azetidine-1-carboxylate